CN(C1=C(C(=NC=2N1N=CN2)C)C=2C=C1CCN(CC1=CC2)S(=O)(=O)N)C 6-[7-(dimethylamino)-5-methyl-[1,2,4]triazolo[1,5-a]pyrimidin-6-yl]-1,2,3,4-tetrahydroisoquinoline-2-sulfonamide